N-benzyl-L-alaninate C(C1=CC=CC=C1)N[C@@H](C)C(=O)[O-]